Benzyl 2-[2-[2-[(2R,3R,4R,5R,6R)-3-acetamido-4,5-diacetoxy-6-(acetoxymethyl)tetra-hydropyran-2-yl]oxyethoxy]ethoxy]acetate C(C)(=O)N[C@H]1[C@@H](O[C@@H]([C@@H]([C@@H]1OC(C)=O)OC(C)=O)COC(C)=O)OCCOCCOCC(=O)OCC1=CC=CC=C1